P(O)(=O)(OP(=O)(O)OP(=O)(O)O)OC[C@@H]1[C@H]([C@H]([C@@H](O1)N1C=NC=2C(NCC=C)=NC=NC12)O)O (l)-N6-allyl-adenosine triphosphate